C(C1=CC=CC=C1)OC1=NC(=CC=C1N1C(N(C2=C1C=CC(=C2F)C2=C(C=C(C=C2)CC(=O)OC)F)C)=O)OCC2=CC=CC=C2 methyl 2-(4-(1-(2,6-bis(benzyloxy)pyridin-3-yl)-4-fluoro-3-methyl-2-oxo-2,3-dihydro-1H-benzo[d]imidazol-5-yl)-3-fluorophenyl)acetate